NC=1C=NC(=NC1)N1[C@H](CN(CC1)C(=O)OC(C)(C)C)C tert-butyl (S)-4-(5-aminopyrimidin-2-yl)-3-methylpiperazine-1-carboxylate